ClC=1C=NC=C(C1[C@@H](C)OC=1C=C2C(=NNC2=CC1)C1=CC2=C(N(C=N2)C2CCN(CC2)C(C)=O)C=C1)Cl (R)-1-(4-(5-(5-(1-(3,5-dichloropyridin-4-yl)ethoxy)-1H-indazol-3-yl)-1H-benzo[d]imidazol-1-yl)piperidin-1-yl)ethan-1-one